C(#N)N1CC(CCC1)C1=C2C(=C(NC2=C(C=C1)C(=O)N)C)C 4-(1-cyanopiperidin-3-yl)-2,3-dimethyl-1H-indole-7-carboxamide